COC1=CC=C(CON(S(=O)(=O)C2=NC=C(C=C2)NC=2OC(=CN2)C2=CC=C(C=C2)C(F)(F)F)C)C=C1 N-[(4-Methoxybenzyl)oxy]-N-methyl-5-((5-[4-(trifluoromethyl)phenyl]-1,3-oxazol-2-yl)amino)pyridine-2-sulfonamide